5,6-syn-dihydroxybicyclo[2.2.1]heptane OC1C2CCC(C1O)C2